C(C)(=O)OOC1=NC=CC(=C1SC1=C(C=C(C(=C1)N1C(N(C(=CC1=O)C(F)(F)F)C)=O)F)Cl)CC Ethyl-{[3-({2-chloro-4-fluoro-5-[3-methyl-2,6-dioxo-4-(trifluoromethyl)-3,6-dihydropyrimidin-1(2H)-yl] phenyl} sulfanyl) pyridin-2-yl] oxy} acetate